1-[3-fluoro-5-(2-hydroxyethylamino)phenyl]-3-(3-chloro-2-hydroxymethylphenyl)urea FC=1C=C(C=C(C1)NCCO)NC(=O)NC1=C(C(=CC=C1)Cl)CO